2-chloro-N-(4-(ethyl-(methyl)amino)-2-(ethylamino)benzyl)-N-(furan-2-ylmethyl)benzamide ClC1=C(C(=O)N(CC=2OC=CC2)CC2=C(C=C(C=C2)N(C)CC)NCC)C=CC=C1